COC1=CC=C(CN2C(C=3C=CC=C(C3C2)C(=O)NC=2SC3=C(N2)C=CC(=C3)C)=C=O)C=C1 4-methoxybenzyl-N-(6-methylbenzo[d]thiazol-2-yl)-1-carbonyl-isoindoline-4-carboxamide